C(C)(=O)OC1(OC2=CC=CC=C2CC1(C)C)OC dimethylmethoxychromanol acetate